cyclobutyl 4-((4-(3,4-dichlorophenyl)thiazol-2-yl)thio)-1H-1,2,3-triazole-5-carboxylate ClC=1C=C(C=CC1Cl)C=1N=C(SC1)SC=1N=NNC1C(=O)OC1CCC1